OC[C@H](C1=CC=CC=C1)NC1=NC(=NC=C1C1=NC2(CO1)CCOCC2)NC2=CC=C1C(=N2)CNC1=O (S)-2-((4-((2-hydroxy-1-phenylethyl)amino)-5-(3,8-dioxa-1-azaspiro[4.5]dec-1-en-2-yl)pyrimidin-2-yl)amino)-6,7-dihydro-5H-pyrrolo[3,4-b]pyridin-5-one